2-[2-[2-[2-[2-[3-(Dibenzylamino)-2-fluoro-1,1-dimethyl-propoxy]ethoxy]ethoxy]ethoxy]ethoxy]acetic acid C(C1=CC=CC=C1)N(CC(C(OCCOCCOCCOCCOCC(=O)O)(C)C)F)CC1=CC=CC=C1